OC1C(OC(C(C1O)O)OC)CN1N=NC(=C1)COCCOC1=C(C#N)C=CC=N1 2-(2-((1-((3,4,5-trihydroxy-6-methoxytetrahydro-2H-pyran-2-yl)methyl)-1H-1,2,3-triazol-4-yl)methoxy)ethoxy)nicotinonitrile